BrC=1C(=CC2=C(N(C([C@H](CS2(=O)=O)NC(OC(C)(C)C)=O)=O)CC2=CC=C(C=C2)OC(F)(F)F)C1)F tert-butyl N-[(3R)-7-bromo-8-fluoro-1,1,4-trioxo-5-[[4-(trifluoromethoxy)phenyl]methyl]-2,3-dihydro-1λ6,5-benzothiazepin-3-yl]carbamate